(S)-2-(3-(5-((1-acryloylazetidin-2-yl)methoxy)-6-aminopyrimidin-4-yl)-5-fluoro-2-(hydroxymethyl)phenyl)-6-cyclopropyl-3,4-dihydroisoquinolin-1(2H)-one C(C=C)(=O)N1[C@@H](CC1)COC=1C(=NC=NC1N)C=1C(=C(C=C(C1)F)N1C(C2=CC=C(C=C2CC1)C1CC1)=O)CO